N,N'-diphenyl-N,N'-bis[4'-(diphenylamino)biphenyl-4-yl]benzidine C1=CC=C(C=C1)N(C2=CC=CC=C2)C3=CC=C(C=C3)C4=CC=C(C=C4)N(C5=CC=CC=C5)C6=CC=C(C=C6)C7=CC=C(C=C7)N(C8=CC=CC=C8)C9=CC=C(C=C9)C1=CC=C(C=C1)N(C1=CC=CC=C1)C1=CC=CC=C1